(rac)-(6-(4-(Difluoromethyl)benzyl)-2-azaspiro[3.4]octan-2-yl)((1s,3s)-3-hydroxy-3-methylcyclobutyl)methanon FC(C1=CC=C(C[C@@H]2CC3(CN(C3)C(=O)C3CC(C3)(C)O)CC2)C=C1)F |r|